O=C1N[C@H]2[C@@H](N1)CS[C@H]2CCCCC(=O)NCCCCC(C(=O)O)N 6-{5-[(3aS,4S,6aR)-2-oxo-hexahydro-1H-thieno[3,4-d]imidazol-4-yl]pentanamido}-2-aminohexanoic acid